3-methoxy-2-[4-(trifluoromethyl)pyrazol-1-yl]phenol COC=1C(=C(C=CC1)O)N1N=CC(=C1)C(F)(F)F